BrC1=C(C=C(S1)C(=O)NC1=CC(=CC(=C1)NS(=O)(=O)C)Cl)C1=NC=C(C=C1OCC=1C=NC=C(C1)F)F 5-bromo-N-(3-chloro-5-methanesulfonamidophenyl)-4-{5-fluoro-3-[(5-fluoropyridin-3-yl)methoxy]pyridin-2-yl}thiophene-2-carboxamide